7-nitro-1,2,3-benzooxadiazole [N+](=O)([O-])C1=CC=CC=2N=NOC21